ethyl 2-((diphenylmethylene)amino)hex-5-enoate C1(=CC=CC=C1)C(C1=CC=CC=C1)=NC(C(=O)OCC)CCC=C